[Ir].ClC1=CC=C(OCC2=NOC(=N2)C23CC(C2)(C3)C(C(=O)N)OCC3=NOC(=C3)C)C=C1 (3-{3-[(4-chlorophenoxy)methyl]-1,2,4-oxadiazol-5-yl}bicyclo[1.1.1]pentan-1-yl)-2-[(5-methyl-1,2-oxazol-3-yl)methoxy]acetamide iridium